C(C)(C)OC1=NN(C=C1NC=O)CC(F)(F)F N-(3-isopropoxy-1-(2,2,2-trifluoroethyl)-1H-pyrazol-4-yl)formamide